NC1=NC=2C=CC(=CC2C2=C1[C@@H](OC2)C)C(=O)N2[C@@H](CC[C@H](C2)C)C2=CC1=C(N=C(S1)C)C=C2 ((S)-4-amino-3-methyl-1,3-dihydrofuro[3,4-c]quinolin-8-yl)((2S,5R)-5-methyl-2-(2-methylbenzo[d]thiazol-6-yl)piperidin-1-yl)methanone